(E)-3-(4-hydroxy-3-methoxyphenyl)-1-(4-(3-methoxybenzenesulfonyl)piperazin-1-yl)prop-2-en-1-one OC1=C(C=C(C=C1)/C=C/C(=O)N1CCN(CC1)S(=O)(=O)C1=CC(=CC=C1)OC)OC